1H-Purine-2,6,8(3H,7H,9H)-trione N1C(NC=2NC(NC2C1=O)=O)=O